NC1=NC(=C(C(=N1)CCC(=O)N[C@H](CCSC)CCCC)CC1=C(C=CC(=C1)CC#N)OC)N[C@H](CCSC)CCCC 3-(2-amino-5-(5-(cyanomethyl)-2-methoxybenzyl)-6-(((S)-1-(methylthio)hept-3-yl)amino)-pyrimidin-4-yl)-N-((S)-1-(methylthio)hept-3-yl)propionamide